CN1C(=NN=C1)SC(C)C1=CC(=NC=C1)N1N=CC(=N1)C1=CC=CC=C1 4-(1-((4-methyl-4H-1,2,4-triazol-3-yl)thio)ethyl)-2-(4-phenyl-2H-1,2,3-triazol-2-yl)pyridine